1-(3-(tert-butoxycarbonyl)-3-azaspiro[5.5]undecan-9-yl)-3-formyl-2-oxo-1,2-dihydropyridine-4-carboxylic acid C(C)(C)(C)OC(=O)N1CCC2(CC1)CCC(CC2)N2C(C(=C(C=C2)C(=O)O)C=O)=O